6-(4-Benzyloxycarbonylpiperazin-1-yl)pyridazine-3-carboxylic acid tert-butyl ester C(C)(C)(C)OC(=O)C=1N=NC(=CC1)N1CCN(CC1)C(=O)OCC1=CC=CC=C1